N-(4-chloro-3-(N-(2-(pyridin-2-yl)ethyl)sulfamoyl)phenyl)-2-(4,5-dichloro-6-oxopyridazin-1(6H)-yl)acetamide ClC1=C(C=C(C=C1)NC(CN1N=CC(=C(C1=O)Cl)Cl)=O)S(NCCC1=NC=CC=C1)(=O)=O